NC1=NC=2C=C(C(=CC2C2=C1C=NN2C)C(=O)N([C@@H]2COC1=C2C=CC(=C1)S(F)(F)(F)(F)F)C)F 4-amino-7-fluoro-N,1-dimethyl-N-((3S)-6-(pentafluoro-lambda6-sulfanyl)-2,3-dihydro-1-benzofuran-3-yl)-1H-pyrazolo[4,3-c]quinoline-8-carboxamide